C(C)(C)[C@H]1CC[C@H](CC1)N1CCC(CC1)N1C(=CC2=CC=CC=C12)CCN 2-(1-(1-(cis-4-isopropylcyclohexyl)piperidin-4-yl)-1H-indole-2-yl)ethan-1-amine